C(CCCCCCCCCCCCCCCCC)C(C(=O)OC1=CC=CC=C1)(C)C1=CC(=C(C(=C1)CCCC)O)CCCC phenol (octadecyl 3,5-dibutyl-4-hydroxy-phenylpropionate)